[Si](C)(C)(C(C)(C)C)OC1(CC(C1)NC)C (1s,3s)-3-((tert-butyldimethylsilyl)oxy)-N,3-dimethylcyclobutan-1-amine